ClC1=C(C=CC=C1)[C@H](C)NC=1C(=NC(=NC1)C(=O)N[C@H](C)\C=C\S(=O)(=O)C)C 5-(((S)-1-(2-chlorophenyl)ethyl)amino)-4-methyl-N-((R,E)-4-(methylsulfonyl)but-3-en-2-yl)pyrimidine-2-carboxamide